C(N)(OC(CCCCN1CCN(CC1)C=1C=C2C(N(C(C2=CC1)=O)C1C(NC(CC1)=O)=O)=O)(C)C)=O (3-(4-(2-(2,6-dioxopiperidin-3-yl)-1,3-dioxoisoindolin-5-yl)piperazin-1-yl)propyl)tert-butyl carbamate